4-(trifluoromethyl)-2-((R)-3-(((3S,4R,5R)-3,4,5-tris(benzyloxy)piperidin-1-yl)methyl)piperidin-1-yl)thiazole FC(C=1N=C(SC1)N1C[C@H](CCC1)CN1C[C@@H](C([C@@H](C1)OCC1=CC=CC=C1)OCC1=CC=CC=C1)OCC1=CC=CC=C1)(F)F